FC=1C=C(N2N=C(N=CC21)N[C@H]2[C@@H](CN(CC2)S(=O)(=O)C)F)C2=NC=C(C=C2)C(C)C 5-fluoro-N-((3R,4R)-3-fluoro-1-(methylsulfonyl)piperidin-4-yl)-7-(5-isopropylpyridin-2-yl)pyrrolo[2,1-f][1,2,4]triazin-2-amine